4-((1-methylpiperidin-4-yl)amino)-N-(5-(1-(piperidin-4-yl)-1H-benzo[d]imidazol-2-yl)-1H-pyrazol-3-yl)benzamide CN1CCC(CC1)NC1=CC=C(C(=O)NC2=NNC(=C2)C2=NC3=C(N2C2CCNCC2)C=CC=C3)C=C1